COC1=C(C=C(C(=O)O)C=C1O)O 4-O-methyl-gallic acid